[C@H]12N(C[C@H](CC1)C2)CC(=O)NC=2C=C(C(=NC2)C)NC(=O)C=2C=NN1C2C=NC(=C1)C=1C(=NNC1C)C N-(5-(2-((1S,4R)-2-azabicyclo[2.2.1]heptan-2-yl)acetamido)-2-methylpyridin-3-yl)-6-(3,5-dimethyl-1H-pyrazol-4-yl)pyrazolo[1,5-a]pyrazine-3-carboxamide